(R)-N-(Methyl-d3)-3-(1-(7-(3-methylisoxazol-4-yl)-4-oxoquinazolin-3(4H)-yl)ethyl)benzamide C(NC(C1=CC(=CC=C1)[C@@H](C)N1C=NC2=CC(=CC=C2C1=O)C=1C(=NOC1)C)=O)([2H])([2H])[2H]